OCC=1C=CC=2C3=C(C(NC2C1)=O)C=NN3 7-(hydroxymethyl)-1,5-dihydro-4H-pyrazolo[4,3-c]quinolin-4-one